(E)-5-methyl-N'-(1-(naphthalen-2-yl)ethylidene)nicotinohydrazide CC=1C=NC=C(C(=O)N/N=C(\C)/C2=CC3=CC=CC=C3C=C2)C1